2,5-dimethyl-4,5-dihydro-2H-pyrazolo[4,3-c][1,7]Naphthyridine-6-amine CN1N=C2C(CN(C3=C(N=CC=C23)N)C)=C1